N-((1R,3S)-3-((2-(trifluoromethyl)quinolin-4-yl)amino)cyclohexyl)benzamide FC(C1=NC2=CC=CC=C2C(=C1)N[C@@H]1C[C@@H](CCC1)NC(C1=CC=CC=C1)=O)(F)F